Cl.C1CC12CNCC2 5-azaspiro[2.4]heptane hydrogen chloride